7-(2,5-difluoro-4-methylphenyl)-6-(4-(4-(dimethoxymethyl)piperidin-1-yl)phenyl)-1-fluoro-3-(tetrahydro-2H-pyran-2-yl)-3,8,9,10-tetrahydrocyclohepta[e]indazole FC1=C(C=C(C(=C1)C)F)C1=C(C2=C(C=3C(=NN(C3C=C2)C2OCCCC2)F)CCC1)C1=CC=C(C=C1)N1CCC(CC1)C(OC)OC